N-(2-azaspiro[3.3]heptan-6-yl)-5-methylsulfonyl-furan-2-carboxamide C1NCC12CC(C2)NC(=O)C=2OC(=CC2)S(=O)(=O)C